C1CC12CN(CC2)CC2=CC(=C1CN(C(C1=C2)=O)C2=CC(=CC=C2)[C@]([C@H](C2=NN=CN2C)F)(C)F)C(F)(F)F 6-(5-azaspiro[2.4]heptan-5-ylmethyl)-2-(3-((1S,2S)-1,2-difluoro-1-(4-methyl-4H-1,2,4-triazol-3-yl)propan-2-yl)phenyl)-4-(trifluoromethyl)isoindolin-1-one